[2H]NC(=O)C=1N=NC=CC1C N-deutero-methylpyridazine-3-carboxamide